F[Si](Cl)(Cl)C(C(C(C(C(C(C(C(C(C(C(C(C(C(C(C(C(F)(F)F)(F)F)(F)F)(F)F)(F)F)(F)F)(F)F)(F)F)(F)F)(F)F)(F)F)(F)F)(F)F)(F)F)(F)F)(F)F)(F)F Perfluorocetylmethyldichlorsilan